ClC=1C(=C(C(=C(C(=O)N)C1F)C1=CC=CC2=C1[C@@H]([C@](O2)(C2=NC=CC=C2)CNC2CCC(CC2)(C)O)C)F)OCCOC (2r,3s,4s)-5-chloro-6-fluoro-2-(((((trans)-4-hydroxy-4-methylcyclohexyl)amino)methyl)-3-methyl-2-(pyridin-2-yl)-2,3-dihydrobenzofuran-4-yl)-3-fluoro-4-(2-methoxyethoxy)benzamide